FC1=CC=C(C=C1)C=1C=C(C(=NC1)N)NCC=1C=NN(C1)C 5-(4-fluorophenyl)-N3-((1-methyl-1H-pyrazol-4-yl)methyl)pyridine-2,3-diamine